ClCCN(CCCl)C(=O)C1=CC=C(C=C1)O bis-(2-chloroethyl)amino-4-hydroxyphenyl-methanone